ClC1=C(CNC2=NC=CC=C2)C=C(C=C1)Cl N-(2,5-dichlorobenzyl)pyridin-2-amine